rac-N-[2-(4,4-dimethylpyrrolidin-2-yl)imidazo[1,2-a]pyrazin-6-yl]-1,3-dimethylindazole-6-carboxamide trifluoroacetate FC(C(=O)O)(F)F.CC1(C[C@@H](NC1)C=1N=C2N(C=C(N=C2)NC(=O)C2=CC=C3C(=NN(C3=C2)C)C)C1)C |r|